ethylene-bis-oxamate C(CNC(C(=O)[O-])=O)NC(C(=O)[O-])=O